(Z)-1-(4-amino-2-fluoro-but-2-en-1-yl)-N-methyl-4-(3-(pyrrolidin-1-ylsulfonyl)phenyl)-1H-benzo[d][1,2,3]triazole-6-carboxamide hydrochloride Cl.NC\C=C(\CN1N=NC2=C1C=C(C=C2C2=CC(=CC=C2)S(=O)(=O)N2CCCC2)C(=O)NC)/F